N1NCC2=CC=C3C(=C12)C=CC=C3 2,3-dihydro-1H-benzo[g]indazol